5,10,15,20-tetrakis(4-tolyl)porphyrin C1(=CC=C(C=C1)C=1C2=CC=C(N2)C(=C2C=CC(C(=C3C=CC(=C(C=4C=CC1N4)C4=CC=C(C=C4)C)N3)C3=CC=C(C=C3)C)=N2)C2=CC=C(C=C2)C)C